2-(4,4-difluoropiperidin-1-yl)-4-(4-iodo-2-(6-azaspiro[2.5]octan-6-yl)benzamido)benzoate FC1(CCN(CC1)C1=C(C(=O)[O-])C=CC(=C1)NC(C1=C(C=C(C=C1)I)N1CCC2(CC2)CC1)=O)F